5-(2-Amino-6-fluoropyridin-4-yl)-7-bromo-1H-indazol-3-amine NC1=NC(=CC(=C1)C=1C=C2C(=NNC2=C(C1)Br)N)F